CN1C(C(=CC2=NC(=CC=C12)C)C#N)=O 1,6-dimethyl-2-oxo-1,2-dihydro-1,5-naphthyridin-3-carbonitril